C(C)(C)(C)NC(C1=C(C=CC(=C1)OC1=C(C=C(C=C1Cl)N1N=C(C(NC1=O)=O)C(F)(F)F)Cl)O)=O N-(tert-butyl)-5-(2,6-dichloro-4-(3,5-dioxo-6-(trifluoromethyl)-4,5-dihydro-1,2,4-triazin-2(3H)-yl)phenoxy)-2-hydroxybenzamide